n-nonyltriethoxysilane C(CCCCCCCC)[Si](OCC)(OCC)OCC